C1=CC=C(C=C1)C(N)(N)N TRIAMINOTOLUENE